C(CCCCCCCCCCCCC)(=O)[O-].C(CCCCCCCCCCCCC)(=O)[O-].[Sr+2] strontium dimyristate